C(C)(C)(C)OC(=O)N1CC2=CC(=C(C=C2CC1)C=O)Br 7-bromo-6-formyl-3,4-dihydroisoquinoline-2(1H)-carboxylic acid tert-butyl ester